1-[4-(3-chlorophenyl)piperazin-1-yl]propan-1-ol ClC=1C=C(C=CC1)N1CCN(CC1)C(CC)O